(R)-2-(4-fluorobenzyl)-4-(4-(4-methoxyphenyl)piperidin-1-yl)isoxazolidin-3-one FC1=CC=C(CN2OC[C@H](C2=O)N2CCC(CC2)C2=CC=C(C=C2)OC)C=C1